N-(8-(2-((4-(6-((4-hydroxy-1-(3-phenylbutanoyl)piperidin-4-yl)methyl)-2-methyl-7-oxo-6,7-dihydro-2H-pyrazolo[4,3-d]pyrimidin-3-yl)benzyl)amino)acetamido)octyl)acetamide OC1(CCN(CC1)C(CC(C)C1=CC=CC=C1)=O)CN1C=NC=2C(C1=O)=NN(C2C2=CC=C(CNCC(=O)NCCCCCCCCNC(C)=O)C=C2)C